C(C)(=O)N[C@@H](C(=O)N[C@@H](C(=O)OC(C)C)CCC(C=[N+]=[N-])=O)CC1=CNC2=CC=CC=C12 isopropyl (R)-2-((R)-2-acetamido-3-(1H-indol-3-yl)propanamido)-6-diazo-5-oxohexanoate